BrCC1=CC=C(C=C1)I 1-(bromomethyl)-4-iodo-benzene